(-)-[3-(1H-1,2,4-Triazol-5-yl)pyrrolidin-1-yl]-[3-[4-[1-(trifluoromethyl)cyclopropyl]phenyl]azetidin-1-yl]methanone N1N=CN=C1C1CN(CC1)C(=O)N1CC(C1)C1=CC=C(C=C1)C1(CC1)C(F)(F)F